(2-((5-bromo-2-((4-(4-(dimethoxymethyl)piperidin-1-yl)-2-methoxy-5-(1H-pyrazol-4-yl)phenyl)amino)pyrimidin-4-yl)amino)-5-hydroxyphenyl)dimethylphosphine oxide BrC=1C(=NC(=NC1)NC1=C(C=C(C(=C1)C=1C=NNC1)N1CCC(CC1)C(OC)OC)OC)NC1=C(C=C(C=C1)O)P(C)(C)=O